gold-copper-nickel sulfide [Ni]=S.[Cu].[Au]